2-Hexyldecyl 9-hydroxynonanoate OCCCCCCCCC(=O)OCC(CCCCCCCC)CCCCCC